(+-)-trans-N-[8-amino-7-fluoro-6-(4-methyl-3-pyridinyl)-3-isoquinolinyl]-2-cyano-cyclopropanecarboxamide NC=1C(=C(C=C2C=C(N=CC12)NC(=O)[C@H]1[C@@H](C1)C#N)C=1C=NC=CC1C)F |r|